ClC1=CC=C(C=N1)NC1=NC=CC2=CC(=CC=C12)O[C@@H]1C[C@H](CCC1)O trans-3-((1-((6-chloropyridin-3-yl)amino)isoquinolin-6-yl)oxy)cyclohexan-1-ol